OCCCCCCOC1=CC=C(C=C1)N=NC1=CC=C(C=C1)OCCCCCCO 4,4'-di(6-hydroxyhexyloxy)azobenzene